OC1=C(C=CC=C1)C=1C=C(SC1)C(C=C)=O trans-4-(2-hydroxyphenyl)-1-(2-thienyl)-2-propen-1-one